N-(2-hydroxy-5-{[5-(prop-2-en-1-yloxy)pyridin-2-yl]Methoxy}phenyl)-1-methyl-6-oxo-1,6-dihydropyridazine-3-carboxamide OC1=C(C=C(C=C1)OCC1=NC=C(C=C1)OCC=C)NC(=O)C1=NN(C(C=C1)=O)C